FC1=CC=C(C=C1)NC=1SC2=C(N1)CC[C@@]1([C@H]3CC[C@]4([C@H]([C@@H]3CCC12)CCC4=O)C)C (5aR,5bS,7aS,10aS,10bR)-2-((4-fluorophenyl)amino)-5a,7a-dimethyl-4,5,5a,5b,6,7,7a,9,10,10a,10b,11,12,12a-tetradecahydro-8H-cyclopenta[7,8]phenanthro[2,1-d]thiazol-8-one